CNC(C1=CC(=CC=C1)CN1C(C2=CC=C(C=C2C=C1)C1=C(OC=C1)C)=O)=O n-methyl-3-((6-(2-methylfuran-3-yl)-1-oxoisoquinolin-2(1H)-yl)methyl)benzamide